COC1=C(C=CC(=C1)OC)CN(C1=NC=C(C(=N1)OC)OC(C(F)([2H])[2H])([2H])[2H])CC1=C(C=C(C=C1)OC)OC N,N-bis[(2,4-dimethoxyphenyl)methyl]-4-methoxy-5-(1,1,2,2-tetradeuterio-2-fluoro-ethoxy)pyrimidin-2-amine